4-bromo-1,1'-biphenyl-4'-d BrC1=CC=C(C=C1)C1=CC=C(C=C1)[2H]